OC(CNC(C(=O)N)=O)O N'-bis-hydroxyethyl-oxalic acid diamide